O=C1NC(CCC1N1C(N(C2=C1C=CC(=C2)N2CC(CC2)N(C(OC(C)(C)C)=O)C)C)=O)=O tert-butyl N-{1-[1-(2,6-dioxopiperidin-3-yl)-3-methyl-2-oxo-1,3-benzodiazol-5-yl] pyrrolidin-3-yl}-N-methylcarbamate